5-(1H-pyrazol-1-yl)pyridin-2-ol N1(N=CC=C1)C=1C=CC(=NC1)O